BrC1=C(C=2C(N(C=C(C2S1)C(C)C)C)=O)C 2-bromo-7-isopropyl-3,5-dimethylthieno[3,2-C]pyridin-4(5H)-one